C(C1=CC=CC=C1)OC(N[C@@H](CO)C)=O ((R)-2-hydroxy-1-methyl-ethyl)-carbamic acid benzyl ester